ClC=1C=CC2=C(N(C(=N2)CCl)COCC[Si](C)(C)C)C1 6-chloro-2-(chloromethyl)-1-{[2-(trimethylsilyl)ethoxy]methyl}-1H-benzimidazole